C(CC)OC(=O)OOC(=O)OCCC di(n-propyl)peroxydicarbonate